(±)-1-(3-Difluoromethyl-Cyclobutyl)-3-{2-Methoxy-1-[2-(2,2,2-Trifluoro-Ethoxy)-Pyridin-4-yl]-Ethyl}-Urea FC(C1CC(C1)NC(=O)N[C@@H](COC)C1=CC(=NC=C1)OCC(F)(F)F)F |r|